2-[Bis-(2-fluoro-phenyl)-hydroxy-methyl]-3-ethyl-7-methoxy-imidazo[1,2-a]pyridine-6-carboxylic acid (1-ethyl-1H-[1,2,4]triazol-3-yl)-amide C(C)N1N=C(N=C1)NC(=O)C=1C(=CC=2N(C1)C(=C(N2)C(O)(C2=C(C=CC=C2)F)C2=C(C=CC=C2)F)CC)OC